N1(CCC1)C1=NC2=C(N1CC1=CC=CC=C1)C=C(C=C2N)C=2C(=NOC2C)C 2-(azetidin-1-yl)-1-benzyl-6-(3,5-dimethylisoxazol-4-yl)-1H-benzo[d]imidazol-4-amine